4-(p-toluylamino)pyrimidine-5-carboxamide C1(=CC=C(C=C1)NC1=NC=NC=C1C(=O)N)C